(1S,4S)-5-(4-(((3R,4R)-1-(2-cyanoacetyl)-4-methylpiperidin-3-yl)(methyl)amino)-7H-pyrrolo[2,3-d]pyrimidine-7-carbonyl)-2,5-diazabicyclo[2.2.1]heptane-2-carboxylic acid tert-butyl ester C(C)(C)(C)OC(=O)N1[C@@H]2CN([C@H](C1)C2)C(=O)N2C=CC1=C2N=CN=C1N(C)[C@H]1CN(CC[C@H]1C)C(CC#N)=O